NC=CSC[C@H](N)C(=O)O S-(2-aminovinyl)-L-cysteine